(±)-tert-butyl (1R,2S,3S,5S)-3-([6-[4-chloro-5-fluoro-2-(methoxymethoxy)phenyl]pyridazin-3-yl](methyl)amino)-2-fluoro-8-azabicyclo[3.2.1]octane-8-carboxylate ClC1=CC(=C(C=C1F)C1=CC=C(N=N1)N([C@@H]1[C@@H]([C@H]2CC[C@@H](C1)N2C(=O)OC(C)(C)C)F)C)OCOC |r|